4-(6-chloro-5-methoxy-pyrimidin-4-yl)-1,4-oxazepane ClC1=C(C(=NC=N1)N1CCOCCC1)OC